Cl.Cl.CNC[C@@H]1CCOC2=C(C=CC=C12)C1=CC=NC=C1 (R)-N-methyl-1-(8-(pyridin-4-yl)chroman-4-yl)methanamine dihydrochloride salt